C(C)(SCCCC(=O)Cl)=O S-(4-chloro-4-oxobutyl) ethanethioate